ClC=1C=CC(=NC1)OCC1=NN2C(C(N(C[C@H]2C)C=2C(=NC=CC2)F)=O)=C1 (R)-2-(((5-chloropyridin-2-yl)oxy)methyl)-5-(2-fluoropyridin-3-yl)-7-methyl-6,7-dihydropyrazolo[1,5-a]pyrazin-4(5H)-one